[N+](=O)([O-])C1=CC(=C(C=C1)N)N 4-nitro-o-phenylene-diamine